[C@H]12CCCC[C@@H]2C1C=1CCCC2=C(C1C1=CC=C(C=C1)C=C1CN(C1)CCCF)C=CC=C2 8-((1R,6S,7r)-Bicyclo[4.1.0]heptan-7-yl)-9-(4-((1-(3-fluoropropyl)azetidin-3-yliden)methyl)phenyl)-6,7-dihydro-5H-benzo[7]annulen